Methyl 5-benzyl-3-((2-chloro-5-fluoronicotinamido)methyl)-4,5-dihydroisoxazole-5-carboxylate C(C1=CC=CC=C1)C1(CC(=NO1)CNC(C1=C(N=CC(=C1)F)Cl)=O)C(=O)OC